C1=C(C=CC2=CC=CC=C12)CC(=O)NC=1C=C(CN2C(NC(C3=CC=CC=C23)=O)=O)C=CC1 1-(3-(naphthalen-2-yl)acetamidobenzyl)quinazoline-2,4(1h,3h)-dione